FCC1=C(C(C(C=N1)C(=O)N)=O)C1=CC=C(C=C1)F 6-(fluoromethyl)-5-(4-fluorophenyl)-4-oxopyridine-3-carboxamide